4-[4-[[(3RS)-2,6-dioxo-3-piperidyl]oxy]phenyl]piperazine-1-carboxylic acid tert-butyl ester C(C)(C)(C)OC(=O)N1CCN(CC1)C1=CC=C(C=C1)O[C@H]1C(NC(CC1)=O)=O |r|